trans-2-(5-(4-chlorophenyl)thiophen-2-yl)cyclopropylamine ClC1=CC=C(C=C1)C1=CC=C(S1)[C@H]1[C@@H](C1)N